(4Z)-4-[(1H-indol-6-yl)methylidene]-2-(phenylamino)-4,5-dihydro-1H-imidazol-5-one N1C=CC2=CC=C(C=C12)\C=C\1/N=C(NC1=O)NC1=CC=CC=C1